(1r,3s,5s)-8-(5-(5-fluoro-2-methylpyridin-4-yl)-1H-pyrazole-3-carbonyl)-N-((1s,4s)-4-methoxy-4-(trifluoromethyl)cyclohexyl)-8-azabicyclo[3.2.1]octane-3-carboxamide FC=1C(=CC(=NC1)C)C1=CC(=NN1)C(=O)N1[C@H]2CC(C[C@@H]1CC2)C(=O)NC2CCC(CC2)(C(F)(F)F)OC